C(C)OCOC=1C=C(C=O)C=CC1C=1N=NC(=CC1C)NC1CNCCC1 3-(ethoxymethoxy)-4-(4-methyl-6-(piperidin-3-ylamino)pyridazin-3-yl)benzaldehyde